N2-(2-fluoro-4-(piperazin-1-yl)phenyl)-N4-(8-methylcinnolin-4-yl)pyrimidine-2,4-diamine FC1=C(C=CC(=C1)N1CCNCC1)NC1=NC=CC(=N1)NC1=CN=NC2=C(C=CC=C12)C